N[C@@H](C(=O)N[C@H]1[C@H]2SC([C@@H](N2C1=O)C(=O)O)(C)C)C1=CC=C(C=C1)O (2S,5R,6R)-6-{[(2R)-2-amino-2-(4-hydroxyphenyl)acetyl]amino}-3,3-dimethyl-7-oxo-4-thia-1-azabicyclo[3.2.0]heptane-2-carboxylic acid